C(=O)O.N1CCC(CC1)C1=CC=C(C=C1)C1=C(N(C=C1)S(=O)(=O)N)C1=NN=NN1 3-[4-(4-Piperidyl)phenyl]-2-(1H-tetrazol-5-yl)pyrrole-1-sulfonamide, formate salt